4-(4-chlorophenyl)-1-((1-(2,6-dichlorophenyl)-5-((S)-1-hydroxyethyl)-1H-1,2,4-triazol-3-yl)methyl)-3-((S)-3,3,3-trifluoro-2-hydroxypropyl)-1,3-dihydro-2H-imidazol-2-one ClC1=CC=C(C=C1)C=1N(C(N(C1)CC1=NN(C(=N1)[C@H](C)O)C1=C(C=CC=C1Cl)Cl)=O)C[C@@H](C(F)(F)F)O